N(=C=O)C1=C(C(=O)OC)C=CC=C1 methyl 2-isocyanatobenzoate